O1C2=C(CCCC1)C=CC=C2 benzo[b]oxepane